FC(C=1C2=C(C(=NC1)N1CCC(=CC1)C(=O)O)N=CN2COCC[Si](C)(C)C)(F)F 1-(7-(trifluoromethyl)-1-((2-(trimethylsilyl)ethoxy)methyl)-1H-imidazo[4,5-c]Pyridin-4-yl)-1,2,3,6-tetrahydropyridine-4-carboxylic acid